cis-1-(2-acetylhydrazine-1-carbonyl)-N-(5-(5-carbamoyl-1-methyl-1H-1,2,4-triazol-3-yl)-2-fluoro-4-(trifluoromethyl)phenyl)-3-methyl-6-azabicyclo[3.1.1]heptane-6-carboxamide C(C)(=O)NNC(=O)C12CC(CC(N1C(=O)NC1=C(C=C(C(=C1)C1=NN(C(=N1)C(N)=O)C)C(F)(F)F)F)C2)C